CC(CCCCCCCCCC)CCCCCCCCCCCCCC 11-Methylpentacosane